C[C@@H]1CN(C[C@H](N1C(C1=CC=C(C=C1)C1=CN=CO1)=O)C)C(=O)C1=C(C=C(C=C1)OC)F ((3R,5R)-3,5-dimethyl-4-(4-(oxazol-5-yl)benzoyl)piperazin-1-yl)(2-fluoro-4-methoxyphenyl)methanone